FC1=C(C=CC=C1)C1=NOC(=N1)C1CCN(CC1)C=1SC2=C(C(N1)=O)C=C(C(=C2[N+](=O)[O-])C)C(F)(F)F 2-(4-(3-(2-fluorophenyl)-1,2,4-oxadiazol-5-yl)piperidin-1-yl)-7-methyl-8-nitro-6-(trifluoromethyl)-4H-benzo[e][1,3]thiazin-4-one